(S)-3-((tert-butoxycarbonyl)amino)-4-(5-(4-((5-chloro-3-fluoropyridin-2-yl)oxy)phenyl)-2H-tetrazol-2-yl)butyric acid C(C)(C)(C)OC(=O)N[C@@H](CC(=O)O)CN1N=C(N=N1)C1=CC=C(C=C1)OC1=NC=C(C=C1F)Cl